N-[5-[4-[(E)-[(Z)-[3-(2-isopropyl-5-methyl-phenyl)-4-oxo-thiazolidin-2-ylidene]hydrazono]methyl]phenyl]-2-methyl-1,2,4-triazol-3-yl]-4-(trifluoromethoxy)-2-vinyl-benzamide C(C)(C)C1=C(C=C(C=C1)C)N1/C(/SCC1=O)=N/N=C/C1=CC=C(C=C1)C=1N=C(N(N1)C)NC(C1=C(C=C(C=C1)OC(F)(F)F)C=C)=O